ClC1=NC=C(C(=N1)C=1C=C(C2=C(N(C(=N2)C)C(C)C)C1)F)F 6-(2-chloro-5-fluoro-pyrimidine-4-yl)-4-fluoro-1-isopropyl-2-methyl-1H-benzimidazole